4-chloro-1,2-dimethyl-1H-pyrrolo[2,3-b]pyridine ClC1=C2C(=NC=C1)N(C(=C2)C)C